BrC1=CC2=C(SC(=C2)C(CC(=O)OC(C)(C)C)=O)C=C1OCOC tert-butyl 3-(5-bromo-6-(methoxymethoxy) benzo[b]thiophen-2-yl)-3-oxopropanoate